(7S)-4-(2-chlorophenyl)-7-(4-methyl-1,3-thiazol-5-yl)-2-(2-(2-propenoyl)-2,6-diazaspiro[3.4]octan-6-yl)-7,8-dihydro-5H-pyrano[4,3-b]pyridine-3-carbonitrile ClC1=C(C=CC=C1)C1=C2C(=NC(=C1C#N)N1CC3(CN(C3)C(C=C)=O)CC1)C[C@H](OC2)C2=C(N=CS2)C